1,7-naphthalenedisulfonate C1(=CC=CC2=CC=C(C=C12)S(=O)(=O)[O-])S(=O)(=O)[O-]